tert-butyl-(2,5-dioxotetrahydrofuran-3-yl) carbamate C(N)(OC1(C(OC(C1)=O)=O)C(C)(C)C)=O